(8-(bis(4-methoxybenzyl)amino)-5-formyl-2-(pyridin-2-ylmethyl)-[1,2,4]triazolo[1,5-a]pyrazin-6-yl)benzonitrile COC1=CC=C(CN(C=2C=3N(C(=C(N2)C2=C(C#N)C=CC=C2)C=O)N=C(N3)CC3=NC=CC=C3)CC3=CC=C(C=C3)OC)C=C1